C1(CC1)C(CN1[C@@H](CCN2C1=NC(=CC2=O)N2[C@@H](COCC2)C)C(F)(F)F)=O (S)-9-(2-Cyclopropyl-2-oxoethyl)-2-((R)-3-methylmorpholin-4-yl)-8-trifluoromethyl-6,7,8,9-tetrahydropyrimido[1,2-a]pyrimidin-4-one